3-(4-(diethylamino)phenyl)-1-(4-methoxyphenyl)prop-2-en-1-one C(C)N(C1=CC=C(C=C1)C=CC(=O)C1=CC=C(C=C1)OC)CC